tert-butyl N-[1-(6-chloro-1,5-naphthyridin-2-yl) pyrrolidin-3-yl]-N-isopropylcarbamate ClC=1N=C2C=CC(=NC2=CC1)N1CC(CC1)N(C(OC(C)(C)C)=O)C(C)C